1-octadecanesulphonyl chloride C(CCCCCCCCCCCCCCCCC)S(=O)(=O)Cl